N-(4-methyl-3-(pyridazin-3-yl)phenyl)-6-azabicyclo[3.1.1]heptane-6-carboxamide CC1=C(C=C(C=C1)NC(=O)N1C2CCCC1C2)C=2N=NC=CC2